N-(4-chlorophenyl)-N-methyl-3-[4-(methylcarbamoylamino)phenyl]imidazo[1,2-a]pyrazine-6-carboxamide ClC1=CC=C(C=C1)N(C(=O)C=1N=CC=2N(C1)C(=CN2)C2=CC=C(C=C2)NC(NC)=O)C